FC(C(=O)O)(F)F.COC1CCN(CC1)C1=NNC2=C1C=NC(=C2)CC(=O)N (3-(4-methoxypiperidin-1-yl)-1H-pyrazolo[4,3-c]pyridin-6-yl)acetamide trifluoroacetate